(7-morpholino-5-(3-(m-tolyl)-1H-pyrazol-1-yl)furo[3,2-b]pyridin-2-yl)ethanone O1CCN(CC1)C1=C2C(=NC(=C1)N1N=C(C=C1)C=1C=C(C=CC1)C)C=C(O2)C(C)=O